N-((1r,4r)-4-((4-Fluoro-benzyl)(methyl)amino)cyclohexyl)-5-morpholinopyridine-2-sulfonamide FC1=CC=C(CN(C2CCC(CC2)NS(=O)(=O)C2=NC=C(C=C2)N2CCOCC2)C)C=C1